(S)-8-fluoro-N,N-dimethyl-1-(prop-1-en-2-yl)-5,6-dihydro-4H-pyrrolo[3,2,1-ij]quinolin-5-amine FC=1C=C2C[C@@H](CN3C2=C(C1)C(=C3)C(=C)C)N(C)C